NC1=C(C=NC=N1)C1=CC(=C(C=C1)OC)OC 6-amino-5-(3,4-dimethoxyphenyl)pyrimidin